cis-3-methyl-N-[4-methyl-3-(6-methylpyridazin-3-yl)phenyl]-6-azabicyclo[3.1.1]heptane-6-carboxamide CC1CC2N(C(C1)C2)C(=O)NC2=CC(=C(C=C2)C)C=2N=NC(=CC2)C